3-(3-fluoro-4-((2-phenylpropan-2-yl)oxy)phenyl)propanoic acid FC=1C=C(C=CC1OC(C)(C)C1=CC=CC=C1)CCC(=O)O